(E)-3-((3-(4-(((2s,6r)-2,6-dimethylmorpholino)methyl)styryl)-1H-indazol-6-yl)methylene)-5-(2-methoxyphenyl)pyrrolidin-2-one C[C@@H]1O[C@@H](CN(C1)CC1=CC=C(C=CC2=NNC3=CC(=CC=C23)\C=C/2\C(NC(C2)C2=C(C=CC=C2)OC)=O)C=C1)C